3-amino-N-[(2S)-6-[(3S,4S)-3-amino-4-methoxypyrrolidin-1-yl]-5-cyano-8-fluoro-1,2,3,4-tetrahydronaphthalen-2-yl]-6-methylthieno[2,3-b]pyridine-2-carboxamide NC1=C(SC2=NC(=CC=C21)C)C(=O)N[C@@H]2CC1=C(C=C(C(=C1CC2)C#N)N2C[C@@H]([C@H](C2)OC)N)F